NC1=C(C(=O)NC(C)C)C=C(C=N1)C1=C(C=C(C=C1)NC(C(=O)C1=CC(=CC(=C1)F)F)=O)C 2-amino-5-(4-(2-(3,5-difluorophenyl)-2-oxoacetamido)-2-methylphenyl)-N-isopropylnicotinamide